N-(2-methyl-4-((2S,6R)-2,6-dimethylmorpholino)phenyl)-1H-indazol-6-amine CC1=C(C=CC(=C1)N1C[C@@H](O[C@@H](C1)C)C)NC1=CC=C2C=NNC2=C1